C(C)S(=O)(=O)C1=CC2=C(N(C(N2C)=O)C)C=C1C1=NC2=C(N1C)C=CC(=C2)SC(F)(F)F 5-ethylsulfonyl-1,3-dimethyl-6-[1-methyl-5-(trifluoromethyl-sulfanyl)benzimidazol-2-yl]benzimidazol-2-one